CC1=NN(C=C1C#N)C=1C=NC(=CC1)CN1C[C@H](NCC1)C=1C(=C2COC(C2=CC1)=O)C (R)-3-methyl-1-(6-((3-(4-methyl-1-oxo-1,3-dihydroisobenzofuran-5-yl)piperazin-1-yl)methyl)pyridin-3-yl)-1H-pyrazole-4-carbonitrile